tert-butyl 4-(4,4,5,5-tetramethyl-1,3,2-dioxaborolan-2-yl)-3,6-dihydropyridine-1-carboxylate CC1(OB(OC1(C)C)C=1CCN(CC1)C(=O)OC(C)(C)C)C